(2,6-dimethylenetetrahydro-1H-pyrrolizin-7a(5H)-yl)methanol C=C1CC2(CC(CN2C1)=C)CO